ClC=1C=CC(=C(C1)C1=CC(=NC=C1C(=O)OCCCC)C)C(=O)OC butyl 4-(5-chloro-2-(methoxycarbonyl)phenyl)-6-methylnicotinate